[Cl-].CC(CCCCCCCCCC)CCOCC[S+]1CCCC1 2-(2-(2-dodecyl)ethoxy)ethyl-tetrahydrothiophenium chloride salt